1-(4-cyano-3-(trifluoromethyl)phenyl)-N-(5-((1'-(4-((2,6-dioxopiperidin-3-yl)amino)-2-fluorophenyl)-[1,4'-bipiperidin]-4-yl)oxy)pyridin-2-yl)piperidine-4-carboxamide C(#N)C1=C(C=C(C=C1)N1CCC(CC1)C(=O)NC1=NC=C(C=C1)OC1CCN(CC1)C1CCN(CC1)C1=C(C=C(C=C1)NC1C(NC(CC1)=O)=O)F)C(F)(F)F